N-[(6-fluoro-3-pyridyl)methyl]-6-[4-[methyl(propanoyl)amino]phenyl]pyridine-3-carboxamide FC1=CC=C(C=N1)CNC(=O)C=1C=NC(=CC1)C1=CC=C(C=C1)N(C(CC)=O)C